C(C(C)(C)C)(=O)OC1=CC(=CC2=CC(=CC(=C12)C#C[Si](C(C)C)(C(C)C)C(C)C)F)OCOC 6-Fluoro-3-(methoxymethoxy)-8-((triisopropylsilyl)ethynyl)naphthalen-1-yl pivalate